O1C(=CC=C1)C(=O)N[C@@H](CC(C)C)C(=O)O 2-furoyl-leucine